ClC=1C=C(C=CC1F)NC1=NC=NC2=CC(=C(C=C12)NC(C=CCN1CC(O[C@@H](C1)C)=O)=O)OCC1CC1 4-[(3-chloro-4-fluorophenyl)amino]-6-{[4-((R)-6-methyl-2-oxo-morpholine-4-yl)-1-oxo-2-butene-1-yl]amino}-7-cyclopropylmethoxy-quinazoline